C(C)C1=C2C(=CC(=CC2=CC=C1F)O)C1=C(C=2N=C(N=C(C2C=N1)N1CC(OCCC1)CO)OC[C@]12CCCN2C[C@@H](C1)F)F 5-Ethyl-6-fluoro-4-(8-fluoro-2-(((2R,7aS)-2-fluorotetrahydro-1H-pyrrolizin-7a(5H)-yl)methoxy)-4-(2-(hydroxymethyl)-1,4-oxazepan-4-yl)pyrido[4,3-d]pyrimidin-7-yl)naphthalen-2-ol